4-((tert-Butoxycarbonyl)amino)butyric acid C(C)(C)(C)OC(=O)NCCCC(=O)O